(S)-5-(3-(ethoxycarbonyl)-2-((4-fluorophenoxy)methyl)-5-oxo-7,8,9,9a-tetrahydro-5H-pyrido[2,3-a]pyrrolizin-4-yl)thiophene-2-carboxylic acid C(C)OC(=O)C1=C(C2=C([C@@H]3CCCN3C2=O)N=C1COC1=CC=C(C=C1)F)C1=CC=C(S1)C(=O)O